C(CCCCCCCC)N1C=2C=CC=CC2CC2=CC=CC=C12 10-N-nonyl-acridine